(R)-2-hydroxymethylmorpholine HCl Cl.OC[C@H]1CNCCO1